(1-Benzyl-5-ethyl-1H-pyrazol-4-yl)methyl methanesulfonate CS(=O)(=O)OCC=1C=NN(C1CC)CC1=CC=CC=C1